4-(2-chloro-4-methoxy-5-methylphenyl)-N-[(1S)-2-cyclopropyl-1-(3-fluoro-4-methylphenyl)ethyl]-5-methyl-N-(2-propyn-1-yl)-2-thiazolamine ClC1=C(C=C(C(=C1)OC)C)C=1N=C(SC1C)N(CC#C)[C@@H](CC1CC1)C1=CC(=C(C=C1)C)F